butyl (2S,4S)-4-(((benzyloxy)carbonyl)amino)-2-(cyanomethyl)piperidine-1-carboxylate C(C1=CC=CC=C1)OC(=O)N[C@@H]1C[C@H](N(CC1)C(=O)OCCCC)CC#N